chlorobenzenemalononitrile ClC1=C(C=CC=C1)C(C#N)C#N